5-(3-Hydroxypropyl)-3-(2-nitrophenylsulfenyl)amino-2H-1,2,4-triazole OCCCC=1N=C(NN1)NSC1=C(C=CC=C1)[N+](=O)[O-]